ClC=1C=C2C(=C3C4(NC(NC13)=O)CCCCC4)OC(=C2)CNC2CCOCC2 5'-chloro-2'-{[(oxan-4-yl)amino]methyl}-7',8'-dihydro-6'H-spiro[cyclohexane-1,9'-furo[2,3-f]quinazoline]-7'-one